C(C1=CC=CC=C1)OC(CCC(=O)OC)CCBr methyl 4-(benzyloxy)-6-bromohexanoate